COC(=O)C=1C=C(C=2N(C1)C=CN2)Br 8-Bromoimidazo[1,2-a]pyridine-6-carboxylic acid methyl ester